1-(4-(5-amino-3-(2-fluoro-4-phenoxyphenyl)imidazo[1,5-c]pyrimidin-1-yl)-3,6-dihydropyridin-1(2H)-yl)-2-hydroxyethan-1-one NC1=NC=CC=2N1C(=NC2C=2CCN(CC2)C(CO)=O)C2=C(C=C(C=C2)OC2=CC=CC=C2)F